4-Tert-Butylcatechol C(C)(C)(C)C=1C=C(C(O)=CC1)O